N-((1-Cyanopyrrolidin-3-yl)methyl)-3-phenylisoxazol-5-carboxamid C(#N)N1CC(CC1)CNC(=O)C1=CC(=NO1)C1=CC=CC=C1